BrC1=C(C#N)C=CC(=C1F)CCO[Si](C)(C)C(C)(C)C 2-bromo-4-(2-((tert-butyldimethylsilyl)oxy)ethyl)-3-fluorobenzonitrile